2-oxaspiro[3.3]heptane-6-yl 4-methylbenzenesulfonate CC1=CC=C(C=C1)S(=O)(=O)OC1CC2(COC2)C1